methylaminoketovalerate (Methyl aminolevulinate) CNC(C(=O)O)CC(=O)C.CNC(C(C(=O)O)=O)CC